C1(CC1)C=1C(=NON1)C(=O)N[C@H](C(NC=1N=CN(C1)C(C(F)(F)F)C=1C(NC=CC1)=O)=O)C(C1CC1)C1CC1 4-cyclopropyl-N-[(1S)-1-(dicyclopropylmethyl)-2-oxo-2-[[1-[2,2,2-trifluoro-1-(2-oxo-1H-pyridin-3-yl)ethyl]imidazol-4-yl]amino]ethyl]-1,2,5-oxadiazole-3-carboxamide